C(C)O[C@@H]1C[C@H](N(CC1)CC1=C2C=CNC2=C(C=C1OC)C)C1=CC=C(C(=O)NCC(=O)O)C=C1 (4-((2S,4S)-4-ethoxy-1-((5-methoxy-7-methyl-1H-indol-4-yl)methyl)piperidin-2-yl)benzoyl)glycine